N-(6-((tert-Butyldimethylsilyl)oxy)-1-(2-methylthiazol-4-yl)hexyl)-2-methylpropan-2-sulfinamide [Si](C)(C)(C(C)(C)C)OCCCCCC(C=1N=C(SC1)C)NS(=O)C(C)(C)C